di-T-butyl dicarbonate C(=O)(OC(C)(C)C)OC(=O)OC(C)(C)C